tert-butyl (S)-4-((4-(3-(2-(benzyloxy)-6-hydroxypyridin-3-yl)-5-fluoro-1-methyl-1H-indazol-6-yl)piperidin-1-yl)methyl)-3,3-dimethylpiperidine-1-carboxylate C(C1=CC=CC=C1)OC1=NC(=CC=C1C1=NN(C2=CC(=C(C=C12)F)C1CCN(CC1)C[C@@H]1C(CN(CC1)C(=O)OC(C)(C)C)(C)C)C)O